[bis(2-diphenylphosphinoethyl)amino]ruthenium C1(=CC=CC=C1)P(CCN(CCP(C1=CC=CC=C1)C1=CC=CC=C1)[Ru])C1=CC=CC=C1